BrC1=CC2=C(N(C(=N2)CCl)C[C@H]2OCC2)C(=C1)F (S)-5-bromo-2-(chloromethyl)-7-fluoro-1-(oxetan-2-ylmethyl)-1H-benzo[d]imidazole